ClC1=C(C=C(C=C1)C=1C=C2C(=NC1)C=NN2)C(F)F 6-[4-Chloro-3-(difluoromethyl)phenyl]pyrazolo[4,3-b]pyridin